3-methacryloyl-phenylboronic acid C(C(=C)C)(=O)C=1C=C(C=CC1)B(O)O